(S)-1-((4-(hydroxymethyl)phenyl)amino)-1-oxopropan-2-yl-3-methylbutylamine OCC1=CC=C(C=C1)NC([C@H](C)NCCC(C)C)=O